(4,4-difluoropiperidin-1-yl)(6-methoxy-4-(1,4-dioxa-8-azaspiro[4.5]decan-8-yl)quinolin-3-yl)methanone FC1(CCN(CC1)C(=O)C=1C=NC2=CC=C(C=C2C1N1CCC2(OCCO2)CC1)OC)F